FC1(CCN(CC1)C1=C(C(=O)N)C=C(C=N1)C(F)(F)F)F 2-(4,4-difluoropiperidin-1-yl)-5-(trifluoromethyl)-nicotinamide